ClC=1C=C(C=CC1F)NC1=NC=NC2=CC(=C(C=C12)OC1CCN(CC1)C(=O)NCCCOC)OC 4-[(3-chloro-4-fluoro-phenyl)amino]-6-{1-[(3-methoxypropyl-amino)-carbonyl]-piperidin-4-yloxy}-7-methoxy-quinazoline